N[C@H](CO)C=1C=C(C=CC1)C=1C=CC2=C(C(=CO2)COC2=C(C=CC=C2)CC(=O)O)C1 (S)-2-(2-((5-(3-(1-amino-2-hydroxyethyl)phenyl)benzofuran-3-yl)methoxy)phenyl)acetic acid